OCC=1C=C(C(=CC1)C1=CC=C(C=C1)CO)CCCCCCCCCCCCCCCCCCCCOC(CCCCCCC\C=C/CCCC)=O.C(C=C)C1=CC(=C(C=C1)OC=C(C1=CC=CC=C1)OC)OC 4-allyl-2-methoxy-1-((2-methoxy-2-phenylethenyl)oxy)benzene 4,4'-dihydroxymethylbiphenylarachidyl-myristoleate